C(#C)[C@]1(C(N(CC1(F)F)C)=O)O (R,S)-3-ethynyl-4,4-difluoro-3-hydroxy-1-methylpyrrolidin-2-one